COCC(=O)N1CCC2(CC1)CCC(CC2)N(C=2C1=C(N=CN2)NC=C1)C 2-Methoxy-1-(9-(methyl(7H-pyrrolo[2,3-d]pyrimidin-4-yl)amino)-3-azaspiro[5.5]undecan-3-yl)ethan-1-on